8'-(6-(3-(Dimethylamino)propoxy)-5-(phenylsulfonamido)pyridin-3-yl)-3'-methyl-2'-oxo-2',3'-dihydrospiro[cyclopropane-1,1'-pyrrolo[2,3-c]quinoline] 5'-oxide CN(CCCOC1=C(C=C(C=N1)C1=CC=2C3=C(C=[N+](C2C=C1)[O-])N(C(C31CC1)=O)C)NS(=O)(=O)C1=CC=CC=C1)C